ClC1=C(C(=O)NNC2=NC=CC=N2)C=CC(=C1)/C(=C/C(C(F)(F)F)C1=CC(=C(C(=C1)Cl)Cl)Cl)/F (Z)-2-chloro-N'-(pyrimidin-2-yl)-4-(1,4,4,4-tetrafluoro-3-(3,4,5-trichlorophenyl)but-1-en-1-yl)benzoyl-hydrazine